C(C)(C)(C)OC(CC1=CN=CS1)=O 2-(thiazol-5-yl)acetic acid tert-butyl ester